C12CN(CC(C1)C2)C(=O)O[C@H]2CO[C@H](C2)C2=CC(=NN2)NC=2C=1N(C=CN2)N=C(C1)COC (3R,5R)-5-(3-((2-(methoxymethyl) pyrazolo[1,5-a]pyrazin-4-yl)amino)-1H-pyrazol-5-yl)tetrahydrofuran-3-yl 3-azabicyclo[3.1.1]heptane-3-carboxylate